ClC=1C=CC2=C(NC(=N2)[C@H]2N(CCC3=C2N=CN3)C(CCC=3SC=CN3)=O)C1 (S)-1-(4-(6-chloro-1H-benzo[d]imidazol-2-yl)-6,7-dihydro-1H-imidazo[4,5-c]pyridin-5(4H)-yl)-3-(thiazol-2-yl)propan-1-one